N1N=CC(=C1)C1=CC=C(C=C1)NC1=NC(=NC=C1Cl)C1=CC=C2C=C(NC2=C1)C(=O)OC methyl 6-(4-((4-(1H-pyrazol-4-yl)phenyl) amino)-5-chloro-pyrimidin-2-yl)-1H-indole-2-carboxylate